(R)-3-(1-(4-cyclopropyl-4H-1,2,4-triazol-3-yl)propan-2-yl)aniline C1(CC1)N1C(=NN=C1)C[C@@H](C)C=1C=C(N)C=CC1